NC=1C=C(C=CC1)N1C[C@H](CCC1)N(CC1=CC(=NC=C1)C)CC1=CN(C2=CC=CC=C2C1=O)C 3-({[(3S)-1-(3-aminophenyl)piperidin-3-yl][(2-methylpyridin-4-yl)methyl]amino}methyl)-1-methyl-1,4-dihydroquinolin-4-one